2-(bromomethyl)-5-methylpyridine hydrobromide Br.BrCC1=NC=C(C=C1)C